chloro(trimethyl)germane Cl[Ge](C)(C)C